COCC(O)COC 1,3-dimethyl-glycerol